NC=1C=C(C=C(C1)C(F)(F)F)[C@@H](C)NC=1C2=C(N=C(N1)N1CCOCC1)C=NC(=C2)N2CCCC2 (R)-N-(1-(3-amino-5-(trifluoromethyl)phenyl)ethyl)-2-morpholino-6-(pyrrolidin-1-yl)pyrido[3,4-d]pyrimidin-4-amine